OC[C@H]1O[C@@H]([C@@H]([C@H]([C@H]1O)N1N=NC(=C1)C1=C(C(=C(C=C1)F)F)F)OC)CC1=NOC(=C1)C1CCOCC1 (2R,3R,4S,5R,6R)-2-(hydroxymethyl)-5-methoxy-6-((5-(tetrahydro-2H-pyran-4-yl)isoxazol-3-yl)methyl)-4-(4-(2,3,4-trifluorophenyl)-1H-1,2,3-triazol-1-yl)tetrahydro-2H-pyran-3-ol